NC1=C(C2=C(S1)CCC2)C(=O)NC2=CC=C(C=C2)C(F)(F)F 2-amino-N-[4-(trifluoromethyl)phenyl]-5,6-dihydro-4H-cyclopenta[b]Thiophene-3-carboxamide